C(CCC)N(CCCC)C(CC=C[SiH3])N(CCCC)CCCC bis(di-n-butylamino)ethylvinylsilane